4-(Trimethoxysilylmethyl)tetrahydro-1,4-oxazin CO[Si](OC)(OC)CN1CCOCC1